O[C@@H]1[C@H](C2=CC=CC=C2C1)N1C(C2=CC=CC=C2C1=O)=O 2-[(1S,2S)-2-hydroxy-2,3-dihydro-1H-inden-1-yl]isoindole-1,3-dione